COC1=CC=C(C=C1)[C@@H](C)O |r| racemic-1-(4-methoxyphenyl)-ethanol